FC1(CC(N(CC1)C(=O)OC(C)(C)C)C)C(=O)OC 1-tert-butyl 4-methyl 4-fluoro-2-methyl-piperidine-1,4-dicarboxylate